2-(((3,3-dibutyl-7-methylsulfanyl-1,1-dioxo-5-phenyl-2,3,4,5-tetrahydrobenzo[b][1,4]thiazepin-8-yl)methyl)amino)-2-oxoacetic acid C(CCC)C1(CN(C2=C(S(C1)(=O)=O)C=C(C(=C2)SC)CNC(C(=O)O)=O)C2=CC=CC=C2)CCCC